tert-butyl ((6-cyclopropylimidazo[1,2-a]pyridin-2-yl)methyl)(6-(3-((4-methoxypyrimidin-2-yl)methyl)ureido)pyrimidin-4-yl)carbamate C1(CC1)C=1C=CC=2N(C1)C=C(N2)CN(C(OC(C)(C)C)=O)C2=NC=NC(=C2)NC(=O)NCC2=NC=CC(=N2)OC